C1(CCCCC1)P(C1=C(C=CC=C1OC)C1=C(C=C(CC1(OC)C(C)C)C(C)C)C(C)C)C1CCCCC1 dicyclohexyl-(2',4',6'-triisopropyl-3,6'-dimethoxy-[1,1'-biphenyl]-2-yl)phosphane